CC1=C(C(=CC(=C1)O[Si](C(C)C)(C(C)C)C(C)C)C)C(C1CCC(C12CNC1=CC=CC=C21)=O)O 5-[(2,6-dimethyl-4-triisopropylsilyloxy-phenyl)-hydroxy-methyl]spiro[cyclopentane-1,3-indoline]-2-one